COC1=C(C2=C(C=C1O)OC(CC2=O)C3=CC=CC=C3)O The molecule is a dihydroxyflavanone that is flavanone substituted by hydroxy groups at positions 5 and 7 and a methoxy group at position 6. Isolated from Pisonia aculeata, it exhibits antitubercular activity. It has a role as an antitubercular agent and a plant metabolite. It is a dihydroxyflavanone and a monomethoxyflavanone.